4-Chloro-5-(6-(((R*)-3,3-difluorocyclopentyl)amino)-4-methoxypyridin-3-yl)-1-ethyl-N-(((1r,4R)-4-(methylsulfonyl)cyclohexyl)methyl)-1H-pyrazole-3-carboxamide ClC=1C(=NN(C1C=1C=NC(=CC1OC)N[C@H]1CC(CC1)(F)F)CC)C(=O)NCC1CCC(CC1)S(=O)(=O)C |o1:15|